BrC1=CC=C2C(N(C3(CCOCC3)C2=C1)C)=O 6-bromo-2-methyl-2',3',5',6'-tetrahydrospiro[isoindolin-1,4'-pyran]-3-one